5,6,7,8-tetrahydro-1,6-naphthyridin-2-ol N1=C(C=CC=2CNCCC12)O